7-((4-(2-methyl-6-(methylcarbamoyl)pyridin-3-yl)piperazin-1-yl)methyl)-9-fluorothieno[3,4-c]quinolin-4(5H)-one CC1=NC(=CC=C1N1CCN(CC1)CC=1C=C(C=2C=3C(C(NC2C1)=O)=CSC3)F)C(NC)=O